FC(C)(C)C1=CC(=NO1)C(=O)N[C@@H](CC(C)C)C(=O)OC Methyl (5-(2-fluoropropan-2-yl)isoxazole-3-carbonyl)-L-leucinate